aminoformyl-urea NC(=O)NC(=O)N